1-(4-(3-(trifluoromethyl)benzyl)pyridin-2-yl)-1,5,6,7-tetrahydro-4H-[1,2,3]triazolo[4,5-c]pyridin-4-one FC(C=1C=C(CC2=CC(=NC=C2)N2N=NC=3C(NCCC32)=O)C=CC1)(F)F